1-(4-pyridyl)pyridinium N1=CC=C(C=C1)[N+]1=CC=CC=C1